FC1=CC=C(C(=N1)[3H])C1=CC=C2C(=N1)NC1=C2C=NC=C1 2-[6-fluoro(2-3H)pyridin-3-yl]-9H-pyrrolo[2,3-b:4,5-c']dipyridine